racemic-(1,5-dimethyl-1H-indazol-3-yl)(3-(pyridin-2-yl)-3-(p-tolyl)piperidin-1-yl)methanone CN1N=C(C2=CC(=CC=C12)C)C(=O)N1C[C@@](CCC1)(C1=CC=C(C=C1)C)C1=NC=CC=C1 |r|